(S)-5-chloro-N-(8-chloro-5-methyl-4-oxo-2,3,4,5-tetrahydropyrido[3,2-b]-[1,4]oxazepin-3-yl)-4-(1H-indazol-4-yl)pyrimidine-2-carboxamide ClC=1C(=NC(=NC1)C(=O)N[C@@H]1C(N(C2=C(OC1)C=C(C=N2)Cl)C)=O)C2=C1C=NNC1=CC=C2